4-(4-methyl-styryl)benzonitrile CC1=CC=C(C=CC2=CC=C(C#N)C=C2)C=C1